[NH4+].[NH4+].[N+](=O)([O-])C1(N=NN=N1)C1(N=NN=N1)[N+](=O)[O-] dinitrobitetrazole diammonium salt